N-(1,1-dimethylprop-2-ynyl)-4-[[2-[2-(trifluoromethyl)phenyl]acetyl]amino]pyridine-2-carboxamide CC(C#C)(C)NC(=O)C1=NC=CC(=C1)NC(CC1=C(C=CC=C1)C(F)(F)F)=O